O1CCNCC(C1)C1=C2C(=C(N=C1)C(=O)N)NC=C2 4-(1,4-Oxazepan-6-yl)-1H-pyrrolo[2,3-c]pyridine-7-carboxamide